5-(4-((7-ethyl-6-oxo-5,6-dihydro-1,5-naphthyridin-3-yl)amino)piperidin-1-yl)-6-fluoro-N-methylpicolinamide C(C)C=1C(NC=2C=C(C=NC2C1)NC1CCN(CC1)C=1C=CC(=NC1F)C(=O)NC)=O